1,3-di-trimethylsilyl-1,3,5-triazacyclohexane C[Si](N1CN(CNC1)[Si](C)(C)C)(C)C